O1COC2=C1C=CC(=C2)CN2C[C@@H]1[C@H](C2)CC(C1)COC=1N=NC(=CC1)C=1C(=NN(C1)C)C (3aR,6aS)-2-(1,3-benzodioxol-5-ylmethyl)-5-[[6-(1,3-dimethylpyrazol-4-yl)pyridazin-3-yl]oxymethyl]-3,3a,4,5,6,6a-hexahydro-1H-cyclopenta[c]pyrrole